N-(2,2,6,6-tetramethylpiperidin-4-yl)-n-dodecylsuccinimide CC1(NC(CC(C1)N1C(C(CC1=O)CCCCCCCCCCCC)=O)(C)C)C